C1(=CC=CC=C1)C1=NN=C(N1CC(=O)NO)C1=CC=CC=C1 2-(3,5-diphenyl-1,2,4-triazol-4-yl)ethanehydroxamic acid